3-(3-((dimethylamino)methyl)-4-hydroxypiperidin-4-yl)benzamide CN(C)CC1CNCCC1(O)C=1C=C(C(=O)N)C=CC1